CCCCCCCCCCCCCCCCCCC(=O)O[C@H](COC(=O)CCCCCCCCCCCCCCCCC)COP(=O)(O)OC[C@H](CO)O 1-octadecanoyl-2-nonadecanoyl-glycero-3-phospho-(1'-sn-glycerol)